CCC(C=1NC=CN1)C(C(=O)N)(CCCC(=O)N)C(CC)C=1NC=CN1 bis(2-methyl-1-imidazolylethyl)adipamide